ClC1=CC2=C(N(C(C(N2C)=O)=O)C2CCN(CC2)CC2=CC(=CC=C2)C(F)(F)F)N=C1 7-Chloro-1-methyl-4-(1-(3-(trifluoromethyl)benzyl)piperidin-4-yl)-1,4-dihydropyrido[2,3-b]pyrazine-2,3-dione